N1(CCC1)C=1C=CC(=C(\C=N\NC(=O)C2=NC(=CN=C2)C=2C=NC(=CC2)OCC)C1)F (E)-N'-(5-(azetidin-1-yl)-2-fluorobenzylidene)-6-(6-ethoxypyridin-3-yl)pyrazine-2-carbohydrazide